COC=1C=C2C(N(C(=NC2=CC1)[C@H]1CN(CCC1)C(=O)OC(C)(C)C)C)=O tert-butyl (R)-3-(6-methoxy-3-methyl-4-oxo-3,4-dihydroquinazolin-2-yl)piperidine-1-carboxylate